C1(CC1)CN(C(OC(C)(C)C)=O)[C@H]1CN(CCC1)C=1C=NC(=CC1)C1(COC1)N1N=NC(=C1)C=1C=NC=C(C1)C#CC tert-butyl (R)-(cyclopropylmethyl)(1-(6-(3-(4-(5-(prop-1-yn-1-yl)pyridin-3-yl)-1H-1,2,3-triazol-1-yl)oxetan-3-yl)pyridin-3-yl)piperidin-3-yl)carbamate